C1(CC1)COCC1=CC=C(O1)C1=CC(=C(N(C)CCCC(=O)O)C(=C1)F)F 4-[4-[5-(cyclopropylmethoxymethyl)-2-furyl]-2,6-difluoro-N-methyl-anilino]butyric acid